(R)-9-Oxo-8-(5-phenylpyridin-2-yl)octahydro-2H-pyrazino[1,2-a]pyrazin O=C1N(CCN2[C@@H]1CNCC2)C2=NC=C(C=C2)C2=CC=CC=C2